(S)-2-(azetidin-1-yl)-5-(5-(1-(3,5-dichloro-2-fluoropyridin-4-yl)ethoxy)-1H-indazol-3-yl)nicotinonitrile N1(CCC1)C1=C(C#N)C=C(C=N1)C1=NNC2=CC=C(C=C12)O[C@@H](C)C1=C(C(=NC=C1Cl)F)Cl